C1(=CC=CC=C1)CCC1C(NCC(NCC(NC(CC(NCC(NCC(NCC(N2CCC2C(NCC(NCC(NCC(N1)=O)=O)=O)=O)=O)=O)=O)=O)C(=O)N1CCCCC1)=O)=O)=O 22-(2-phenylethyl)-13-(piperidine-1-carbonyl)-1,4,7,10,14,17,20,23,26,29,32-undecazabicyclo[32.2.0]hexatriacontane-2,5,8,11,15,18,21,24,27,30,33-undecone